4-(5-(3-((5-(5-(difluoromethyl)-1,3,4-oxadiazole-2-yl)pyridine-2-yl)methyl)-5-fluoro-2-oxo-2,3-dihydrobenzo[d]oxazole-6-yl)pyridine-2-yl)piperazine-1-carboxylate FC(C1=NN=C(O1)C=1C=CC(=NC1)CN1C(OC2=C1C=C(C(=C2)C=2C=CC(=NC2)N2CCN(CC2)C(=O)[O-])F)=O)F